1-Methyl-7-vinyl-1,3-dihydro-2H-benzo[d]imidazol-2-one CN1C(NC2=C1C(=CC=C2)C=C)=O